F[C@H]1[C@]2(CC[C@@](C[C@@H]1C(=C)C1=CN=C(N=N1)C=1C=C3C=CN=CC3=CC1O)(N2)C)C 6-(6-(1-((1R,2R,3R,5S)-2-fluoro-1,5-dimethyl-8-azabicyclo[3.2.1]octan-3-yl)vinyl)-1,2,4-triazin-3-yl)isoquinolin-7-ol